FC1=C(OC2=NC=C(C=C2C(=O)NC2=CC(=CC=C2)S(=O)(=NC)C)C(F)(F)F)C=CC(=C1)F 2-(2,4-difluorophenoxy)-N-[3-(N,S-dimethylsulfonimidoyl)phenyl]-5-(tri-fluoromethyl)pyridine-3-carboxamide